ClC1=C(C(=O)NCC(N2CCC(CC2)OC2=NC(=CC=C2)F)C2=C(N=CS2)C(F)F)C(=CC=C1)F 2-Chloro-N-{2-[4-(difluoromethyl)-1,3-thiazol-5-yl]-2-{4-[(6-fluoropyridin-2-yl)oxy]piperidin-1-yl}ethyl}-6-fluorobenzamide